1-((R)-2-((3R,5R,8R,9R,10S,13S,14S,17S)-3-hydroxy-3-(methoxymethyl)-13-methylhexadecahydro-1H-cyclopenta[a]phenanthren-17-yl)-2-methoxypropyl)-1H-pyrazole-4-carbonitrile O[C@@]1(CC[C@@H]2[C@H]3CC[C@@]4([C@H](CC[C@H]4[C@@H]3CC[C@@H]2C1)[C@@](CN1N=CC(=C1)C#N)(C)OC)C)COC